C(C1=CC=CC=C1)O[C@@H]1CC[C@H](NC1)C(=O)O (2s,5r)-5-benzyloxypiperidine-2-carboxylic acid